N1(CCC1)[C@H](CO)C=1C=C(C2=C(N=C(O2)C=2C=C(C=CC2)C2=C(C=C(C=C2)F)C2=NN=CN2C)C1)C(F)(F)F (S)-2-(Azetidin-1-yl)-2-(2-(4'-fluoro-2'-(4-methyl-4H-1,2,4-triazol-3-yl)-[1,1'-biphenyl]-3-yl)-7-(trifluoromethyl)benzo[d]oxazol-5-yl)ethan-1-ol